chromonedicarboxylic acid O1C(=C(C(C2=CC=CC=C12)=O)C(=O)O)C(=O)O